ClC1CC2N(C(C1)C2)C(=O)OC(C)(C)C cis-tert-butyl 3-chloro-6-azabicyclo[3.1.1]heptane-6-carboxylate